COC1=CC=2N(C(C(=C(N2)C(F)(F)F)C=2C=NN(C2)CC2COC2)=O)C=C1 8-methoxy-3-{1-[(oxetan-3-yl)methyl]-1H-pyrazol-4-yl}-2-(trifluoromethyl)-4H-pyrido[1,2-a]pyrimidin-4-one